6-(2-chloro-3-(3-chloro-2-(2-(hydroxymethyl)-8-methoxyimidazo[1,2-a]pyridin-6-yl)pyridin-4-yl)phenyl)-2-methoxynicotinaldehyde ClC1=C(C=CC=C1C1=C(C(=NC=C1)C=1C=C(C=2N(C1)C=C(N2)CO)OC)Cl)C2=NC(=C(C=O)C=C2)OC